3-(4-(2,4-Dichlorophenyl)piperazin-1-yl)benzo[d]isoxazole ClC1=C(C=CC(=C1)Cl)N1CCN(CC1)C1=NOC2=C1C=CC=C2